COC1=C(C(=CC=C1)OC)S(=O)(=O)NC1=NOC2=C1C(=CC(=C2)C2=CC(=CC(=C2)C)OC)OC 2,6-dimethoxy-N-(4-methoxy-6-(3-methoxy-5-methylphenyl)benzo[d]isoxazol-3-yl)benzenesulfonamide